BrC=1C=CC2=C(S(C(C23NCNC3=O)=O)(=O)=O)C1 6-bromo-2H-spiro[benzo[b]thiophene-3,4'-imidazolidine]-2,5'-dione 1,1-Dioxide